ClC1=CC=2N(C3=CC=CC=C3C2C=C1)C1=C(C=C(C=C1)C1=CC=CC=C1)C1=CC=CC=C1 2-chloro-9-(m-terphenyl-4'-yl)carbazole